C(C)(C)(CC(C)(C)C)C=1C=CC(=C(C1)N1N=C2C(=N1)C=CC=C2)O 2-(5-tert-octyl-2-hydroxyphenyl)benzotriazole